COC=1C=C(C=C(C1)C(=O)N)C(=O)N 5-methoxybenzene-1,3-dicarboxamide